ClC1=C(C(=O)NC2CC2)C=C(C=C1)C=1C=NN(C1)C=1N(N=C(C1C(F)(F)F)OC(C(C(C(C(C(F)(F)F)(F)F)(F)F)(F)F)(F)F)(F)F)C 2-chloro-N-cyclopropyl-5-[1-[2-methyl-5-(1,1,2,2,3,3,4,4,5,5,6,6,6-tridecafluorohexanyloxy)-4-(trifluoromethyl)pyrazol-3-yl]pyrazol-4-yl]benzamide